C1(=CC=CC=C1)C1=NN=C(O1)NC(C1=C(C=CC=C1)OC1=CC=C(C=C1)F)=O N-(5-phenyl-1,3,4-oxadiazol-2-yl)-2-(4-fluorophenoxy)benzamide